C(CCCCCCCCC=C)(=O)Cl undec-10-enoyl chloride